Cl.FC=1C=CC=C2CCO[C@H](C12)CN(C)C (R)-1-(8-fluoroisochroman-1-yl)-N,N-dimethylmethylamine hydrochloride